(S)-2-((4-chloro-2-fluorophenoxy)methyl)-4-(pyrrolidin-3-yloxy)pyrimidine ClC1=CC(=C(OCC2=NC=CC(=N2)O[C@@H]2CNCC2)C=C1)F